dimethyl-N-(cis-2-(3-nitrophenyl)cyclopropanecarbonyl)formohydrazonamide CN(N=CNC(=O)[C@H]1[C@H](C1)C1=CC(=CC=C1)[N+](=O)[O-])C